γ-methacryloyloxypropylmethyl-dimethoxysilane C(C(=C)C)(=O)OCCC[Si](OC)(OC)C